3-(3',5'-Bis(trifluoromethyl)-[1,1'-biphenyl]-4-yl)-7-methoxy-2-methylquinolin-4(1H)-one FC(C=1C=C(C=C(C1)C(F)(F)F)C1=CC=C(C=C1)C1=C(NC2=CC(=CC=C2C1=O)OC)C)(F)F